C[C@H]1CN(CCN1C1COC1)CC1=CC=2N(C=C1)N=CC2N2C(NC(CC2)=O)=O (S)-1-(5-((3-methyl-4-(oxetan-3-yl)piperazin-1-yl)methyl)pyrazolo[1,5-a]pyridin-3-yl)dihydropyrimidine-2,4(1H,3H)-dione